3-[4-fluoro-5-[4-[(4-fluoro-4-piperidyl)methyl]-1-piperidyl]-1-oxo-isoindolin-2-yl]piperidine-2,6-dione FC1=C2CN(C(C2=CC=C1N1CCC(CC1)CC1(CCNCC1)F)=O)C1C(NC(CC1)=O)=O